CC1=C(C(NC(=C1)C)=O)CNC(=O)C=1C=C(C=C(C1C)N(C1CCOCC1)CC)C1=CC=CC=C1 3'-(((4,6-dimethyl-2-oxo-1,2-dihydropyridine-3-yl)methyl)carbamoyl)-5'-(ethyl(tetrahydro-2H-pyran-4-yl)amino)-4'-methyl-[1,1'-biphenyl]